3-Cyclopentene-1-carboxylic acid chloride C1(CC=CC1)C(=O)Cl